OC1=CC=C(C[C@H]2C(NC[C@H]3N2C([C@@H](N(C3)CCCC3=CC=CC=C3)CC(C)C)=O)=O)C=C1 (3S,6S,9aR)-6-(4-hydroxybenzyl)-3-isobutyl-2-(3-phenylpropyl)hexahydro-4H-pyrazino[1,2-a]pyrazine-4,7(6H)-dione